3-(3-Methyl-5-((4-(methylamino)piperidin-1-yl)methyl)-2-oxo-2,3-dihydro-1H-benzo[d]imidazol-1-yl)piperidine-2,6-dione CN1C(N(C2=C1C=C(C=C2)CN2CCC(CC2)NC)C2C(NC(CC2)=O)=O)=O